N-[(9-benzyl-beta-carbolin-1-yl)methyl]-beta-carbolin-1-amine C(C1=CC=CC=C1)N1C2=CC=CC=C2C=2C=CN=C(C12)CNC1=NC=CC=2C3=CC=CC=C3NC12